(S)-7-(5-(difluoromethyl)pyridin-2-yl)-6-fluoro-3-(4-((6-oxo-5-(trifluoromethyl)-1,6-dihydropyridazin-4-yl)amino)hexyl)quinazolin-4(3H)-one FC(C=1C=CC(=NC1)C1=C(C=C2C(N(C=NC2=C1)CCC[C@H](CC)NC=1C=NNC(C1C(F)(F)F)=O)=O)F)F